5-[1-[5-(2-bromo-1,1,2-trifluoro-ethoxy)-2,4-dimethyl-pyrazol-3-yl]pyrazol-4-yl]-2-chloro-N-cyclopropyl-benzamide BrC(C(OC=1C(=C(N(N1)C)N1N=CC(=C1)C=1C=CC(=C(C(=O)NC2CC2)C1)Cl)C)(F)F)F